5-bromo-2-cyanopyridin-3-yl 3-deoxy-2-O-methyl-3-[4-(2-thiazolyl)-1H-1,2,3-triazol-1-yl]-1-thio-alpha-D-galactopyranoside CO[C@H]1[C@@H](SC=2C(=NC=C(C2)Br)C#N)O[C@@H]([C@@H]([C@@H]1N1N=NC(=C1)C=1SC=CN1)O)CO